2-Chloro-4-{[1-(3-fluoro-benzenesulfonyl)-2,3-dihydro-1H-indole-6-carbonyl]-amino}-benzoic acid ClC1=C(C(=O)O)C=CC(=C1)NC(=O)C1=CC=C2CCN(C2=C1)S(=O)(=O)C1=CC(=CC=C1)F